N-(1-methylpyrrolo[2,3-b]pyridin-5-yl)butanamide CN1C=CC=2C1=NC=C(C2)NC(CCC)=O